1-(TERT-BUTOXYCARBONYL)-5-FLUORO-1H-INDOL-3-YLBORONIC ACID C(C)(C)(C)OC(=O)N1C=C(C2=CC(=CC=C12)F)B(O)O